3-(4-(5-(2-(4-(2-(2,6-dioxopiperidin-3-yl)-1,3-dioxoisoindol-5-yl)piperazin-1-yl)ethoxy)-1H-benzo[d]imidazol-1-yl)phenyl)urea O=C1NC(CCC1N1C(C2=CC=C(C=C2C1=O)N1CCN(CC1)CCOC1=CC2=C(N(C=N2)C2=CC=C(C=C2)NC(N)=O)C=C1)=O)=O